[Br-].C(C)C1=CC=CC=N1 6-ethyl-pyridine bromide